ClC=1C=C2C=C(NC2=CC1C1=NC(=C(C=C1)C=C)F)CNC(C)=O N-{[5-chloro-6-(6-fluoro-5-vinyl-2-pyridyl)-2-indolyl]methyl}acetamide